(S)-(3-chloro-4-(6-(1-methylcyclopropoxy)-9-((4-methylpyridin-2-yl)methyl)-9H-purin-8-yl)phenyl)(3-hydroxypiperidin-1-yl)methanone ClC=1C=C(C=CC1C=1N(C2=NC=NC(=C2N1)OC1(CC1)C)CC1=NC=CC(=C1)C)C(=O)N1C[C@H](CCC1)O